C(#N)C=1C=C(OC=2C=CC3=C(S(C(C3(F)F)(F)F)=O)C2C#N)C=C(C1)F 6-(3-cyano-5-fluorophenoxy)-2,2,3,3-tetrafluoro-2,3-dihydrobenzo[b]thiophene-7-carbonitrile 1-oxide